6-[5-[3-[(4-chloro-2,3-dihydro-1H-inden-2-yl)methylamino]propyl]-2-oxo-1,3-oxazolidin-3-yl]-4H-pyrido[3,2-b][1,4]oxazin-3-one ClC1=C2CC(CC2=CC=C1)CNCCCC1CN(C(O1)=O)C=1C=CC=2OCC(NC2N1)=O